COC1CC(C1)OC1=CC=C(C=O)C=C1 4-(3-methoxycyclobutyloxy)benzaldehyde